hydrazine, dihydrate O.O.NN